4-(2,2-dimethyl-propylamino)-2-methylsulfanyl-pyrimidine-5-carbaldehyde CC(CNC1=NC(=NC=C1C=O)SC)(C)C